(2Z,4E)-5-[(1S)-1-hydroxy-2,6,6-trimethyl-4-oxocyclohex-2-en-1-yl]-3-methylpenta-2,4-dienoic acid O[C@@]1(C(=CC(CC1(C)C)=O)C)/C=C/C(=C\C(=O)O)/C